FC=1C=C(NC(C)C2=C(OC3=CC=C(C=C3C2=O)S(=O)(=O)O)N2CCOCC2)C=C(C1)F [1-(3,5-difluoroanilino)ethyl]-2-morpholino-4-oxo-chromene-6-sulfonic acid